2'-O-methyl-5-(1-propynyl)uridine CO[C@H]1[C@@H](O[C@@H]([C@H]1O)CO)N1C(=O)NC(=O)C(=C1)C#CC